P(=O)(O)(OP(=O)(O)O)C(C)(P(C1=CC=CC=C1)C1=CC=CC=C1)P(C1=CC=CC=C1)C1=CC=CC=C1 diphospho-bis(diphenylphosphino)ethane